C(C=C)(=O)OCCCCCCCCCCCCCCCC palmityl acrylate